ClC=1C(=C(C(=O)OC)C(=CC1)O)F Methyl 3-chloro-2-fluoro-6-hydroxybenzoate